C1(CC1)C#CC1=CC=CC2=C1OCCCN2C2=NC=1N(C3=C2C(=CN=C3)F)C(=NN1)C 9-(cyclopropylethynyl)-5-(6-fluoro-1-methylpyrido[4,3-e][1,2,4]triazolo[4,3-a]pyrimidin-5-yl)-2,3,4,5-tetrahydrobenzo[b][1,4]oxazepine